(1'R,2'S)-5'-methyl-6-phenethyl-2'-(prop-1-en-2-yl)-1',2',3',4'-tetrahydro-[1,1'-biphenyl]-2,4-diol CC=1CC[C@@H]([C@@H](C1)C=1C(=CC(=CC1CCC1=CC=CC=C1)O)O)C(=C)C